4-((4'-((S,E)-4-hydroxy-3-(2-((S)-1-hydroxyethyl)-1H-imidazol-1-yl)but-1-en-1-yl)-[1,1'-biphenyl]-4-yl)oxy)butane-1,2-diol OC[C@H](/C=C/C1=CC=C(C=C1)C1=CC=C(C=C1)OCCC(CO)O)N1C(=NC=C1)[C@H](C)O